6-bromocaproylmethionine methyl ester COC([C@@H](NC(CCCCCBr)=O)CCSC)=O